CC=1C=C(C=C(C1)C(F)(F)F)C1C(C1)(C(=O)N)C1CCN(CC1)C1=NC=CN=C1 (3-methyl-5-(trifluoromethyl)phenyl)-1-(1-(pyrazin-2-yl)piperidin-4-yl)cyclopropane-1-carboxamide